7-(4-methyl-6-propanoylpyridin-3-yl)-2,6-naphthyridin-3-yl-oxetane-2-carboxamide CC1=C(C=NC(=C1)C(CC)=O)C1=NC=C2C=C(N=CC2=C1)C1(OCC1)C(=O)N